N-((2-(6-((3aS,7aS)-5-(2,2-difluoroethyl)octahydro-2H-pyrrolo[3,4-c]pyridin-2-yl)pyridin-2-yl)-1,6-naphthyridin-7-yl)methyl)-5-(methylsulfonyl)nicotinamide FC(CN1C[C@@H]2[C@H](CC1)CN(C2)C2=CC=CC(=N2)C2=NC1=CC(=NC=C1C=C2)CNC(C2=CN=CC(=C2)S(=O)(=O)C)=O)F